1-(hydroxymethyl)cyclopropane-carboxamide OCC1(CC1)C(=O)N